[Al+3].O(C=1C(=NC2=C(C=CC(=C2C1)C#N)[O-])C)C=1C(=NC2=C(C=CC(=C2C1)C#N)[O-])C.O(C=1C(=NC2=C(C=CC(=C2C1)C#N)[O-])C)C=1C(=NC2=C(C=CC(=C2C1)C#N)[O-])C.O(C=1C(=NC2=C(C=CC(=C2C1)C#N)[O-])C)C=1C(=NC2=C(C=CC(=C2C1)C#N)[O-])C.[Al+3] oxo-bis(2-methyl-5-cyano-8-quinolinolate) aluminum